[Si](C)(C)(C(C)(C)C)O[C@@H]1[C@H](CC[C@@H](C1)O)NC(OC(C)(C)C)=O tert-butyl ((1S,2S,4S)-2-((tert-butyldimethylsilyl)oxy)-4-hydroxycyclohexyl)carbamate